N-(7-(hydroxyamino)-7-oxoheptyl)-5-(2-chlorophenyl)-1,3,4,5-tetrahydro-2H-pyrido[4,3-b]indole-2-carboxamide ONC(CCCCCCNC(=O)N1CC2=C(N(C=3C=CC=CC23)C2=C(C=CC=C2)Cl)CC1)=O